O[C@@H]1C=C(C[C@H]([C@@H]1O)O)C(=O)NCCOCCOCCOCCCO[Si](C(C)(C)C)(C)C (3R,4S,5R)-3,4,5-trihydroxy-N-(2,2,3,3-tetramethyl-4,8,11,14-tetraoxa-3-silahexadecan-16-yl)cyclohex-1-ene-1-carboxamide